C(C(C)C)NC=1C=C(C=2N(C1)N=CC2C#N)C=2C=NC(=CC2)N2CC1N(C(C2)C1)CC=1C=NC(=CC1)OC 6-(isobutylamino)-4-(6-(6-((6-methoxypyridin-3-yl)methyl)-3,6-diazabicyclo[3.1.1]heptan-3-yl)pyridin-3-yl)pyrazolo[1,5-a]pyridine-3-carbonitrile